C(C)(C)(C)OC(N(CC1CC1)C1=NC=CC(=C1)C=1OC=C(N1)C(NC=1C(=NN(C1)C1=CC=C(C=C1)C=O)C#N)=O)=O.C1(=CC=CC=2C3=CC=CC=C3CC12)C1=NN=NC=C1 Fluorenyl-triazine Tert-butyl-N-[4-[4-[[3-cyano-1-(4-formylphenyl)pyrazol-4-yl]carbamoyl]oxazol-2-yl]-2-pyridyl]-N-(cyclopropylmethyl)carbamate